N-(3-bromo-4-fluorophenyl)-4-((3-((3,3-difluoroacridin-1-yl)sulfamoyl)-propyl)amino)-N'-hydroxyl-1,2,5-oxadiazol-3-formamidine BrC=1C=C(C=CC1F)NC(=NO)C1=NON=C1NCCCS(NC=1CC(C=C2N=C3C=CC=CC3=CC12)(F)F)(=O)=O